tri(sec-butoxy)vinylsilane butyl-N-tert-butoxycarbonyl-N-[8-fluoro-4-[[6-(hydroxymethyl)-2-pyridyl]methylcarbamoyl]quinazolin-2-yl]carbamate C(CCC)OC(N(C1=NC2=C(C=CC=C2C(=N1)C(NCC1=NC(=CC=C1)CO)=O)F)C(=O)OC(C)(C)C)=O.C(C)(CC)OC(=C(OC(C)CC)OC(C)CC)[SiH3]